Trans-(4-((1-(azetidin-3-yl)-3-fluoropiperidin-4-yl)amino)-7H-pyrrolo[2,3-d]pyrimidin-5-yl)(2-chloro-4-phenoxyphenyl)methanone N1CC(C1)N1C[C@H]([C@@H](CC1)NC=1C2=C(N=CN1)NC=C2C(=O)C2=C(C=C(C=C2)OC2=CC=CC=C2)Cl)F